[OH-].C(CCCCCCCCCCCC)[N+](CCCS(=O)(=O)O)(C)C tridecyl-dimethyl-(3-sulfopropyl)ammonium hydroxide